ClC=1C=NN(C1C(NC1=NC=C(C=C1C)C=1C=NN(C1)C1=C(C=CC=C1)F)=O)C1CCN(CC1)C(=O)OC(C)(C)C tert-butyl 4-(4-chloro-5-((5-(1-(2-fluorophenyl)-1H-pyrazol-4-yl)-3-methylpyridin-2-yl)carbamoyl)-1H-pyrazol-1-yl)piperidine-1-carboxylate